2-bromo-5-(3-(3,3-dimethylbutoxy)-5-fluorophenyl)-4-(2-methyl-6-(trifluoromethyl)phenyl)thiazole BrC=1SC(=C(N1)C1=C(C=CC=C1C(F)(F)F)C)C1=CC(=CC(=C1)F)OCCC(C)(C)C